NC1=NC=2C=CC(=CC2C2=C1COC2)C(=O)N([C@H](C)C2=NC=C(N=C2)C(F)(F)F)C 4-amino-N-methyl-N-((1R)-1-(5-(trifluoromethyl)-2-pyrazinyl)ethyl)-1,3-dihydrofuro[3,4-c]quinoline-8-carboxamide